C(C=C)(=O)N1C(COCC1)C=1C=C(C=C(C1)Cl)C1=CC(=NC=C1)C(=O)N 4-(3-(4-acryloylmorpholin-3-yl)-5-chlorophenyl)picolinamide